F[C@H]1[C@@H](C1)SC1=NC=CC=C1 2-[trans-2-fluorocyclopropyl]thiopyridine